6-chloro-5-fluoro-3-methyl-4-(1-tetrahydropyran-2-yloxycyclopropyl)-2H-2,7-naphthyridin-1-one ClC=1C(=C2C(=C(NC(C2=CN1)=O)C)C1(CC1)OC1OCCCC1)F